(±)-ethyl 3-[3-(tert-butoxycarbonylamino)-1-(1,3-dioxoisoindolin-2-yl) propyl]benzoate C(C)(C)(C)OC(=O)NCC[C@@H](N1C(C2=CC=CC=C2C1=O)=O)C=1C=C(C(=O)OCC)C=CC1 |r|